C(C1=CC=CC=C1)OC1=C2C[C@H]([C@@H](OC2=CC(=C1)OCC1=CC=CC=C1)C1=CC(=C(C(=C1)OC)OCC1=CC=CC=C1)OCC1=CC=CC=C1)O (2S,3R)-5,7-bis(benzyloxy)-2-(3,4-bis(benzyloxy)-5-methoxyphenyl)chroman-3-ol